COC(=O)[C@@H]1OC[C@@H](C1)NC(=O)[C@]1(CC(=NO1)C1=CC(=CC(=C1)F)F)C=C (2R,4R)-4-[[(5S)-3-(3,5-difluorophenyl)-5-vinyl-4H-isoxazole-5-carbonyl]amino]tetrahydrofuran-2-carboxylic acid methyl ester